2-chlorooxazole-5-carbaldehyde ClC=1OC(=CN1)C=O